C(C)N1C(N(C2=CC(=CC=3C=NN=C1C32)C=O)CC3=CC=C(C=C3)OC)=O 12-ethyl-10-[(4-methoxyphenyl)methyl]-11-oxo-2,3,10,12-tetrazatricyclo[7.3.1.05,13]trideca-1,3,5(13),6,8-pentaene-7-carbaldehyde